CN(C(C(C(C(C(C(F)(F)F)(F)F)(F)F)(F)F)(F)F)(F)F)F N-methyl-perfluorohexyl-amine